COC1=CC=C2C(=NC(=NC2=C1)C)N[C@H](C)C1=CC(=CC(=C1)C(F)(F)F)[N+](=O)[O-] 7-methoxy-2-methyl-4-(((R)-1-(3-nitro-5-(trifluoromethyl)phenyl)ethyl)amino)quinazoline